6-Chloro-N-ethyl-4-[4-methoxy-2-(4-methyl-1,2,4-triazol-3-yl)phenyl]pyridin-2-amine ClC1=CC(=CC(=N1)NCC)C1=C(C=C(C=C1)OC)C1=NN=CN1C